gamma-methylbenzophenyl-pentanol CC(CC(O)C1=CC=CC2=C1C=CC=C2)CC